CC(C(C(OC(CCCCCCC\C=C/CCCCCCCC)=O)(C)C)OC(CCCCCCC\C=C/CCCCCCCC)=O)N trimethyl-2,3-Dioleoyloxypropylamine